OC1CC(C1)CC[C@H]([C@H]1CC[C@H]2[C@@H]3CC[C@H]4C[C@H](CC[C@]4(C)[C@H]3CC[C@]12C)O)C (20R)-21-[(3-hydroxycyclobutyl)methyl]-20-methyl-5α-pregnan-3β-ol